[Co].C1(=CC=CC=C1)C=1C2=CC=C(N2)C(=C2C=CC(C(=C3C=CC(=C(C=4C=CC1N4)C4=CC=CC=C4)N3)C3=CC=CC=C3)=N2)C2=CC=CC=C2 5,10,15,20-tetraphenyl-21H,23H-porphyrin cobalt